2,3,9,10-tetra(3-morpholinylpropoxy)-5,6-dihydroisoquinolino[3,2-a]isoquinolin-7-ium N1(CCOCC1)CCCOC=1C(=CC=2CC[N+]3=C(C2C1)C=C1C=CC(=C(C1=C3)OCCCN3CCOCC3)OCCCN3CCOCC3)OCCCN3CCOCC3